C(CC(C)CCCC(C)CCCC(C)CCCC(C)C)OC[C@@H](OCCC(C)CCCC(C)CCCC(C)CCCC(C)C)COP(=O)(O)OCCN 1,2-diphytanyl-sn-glycero-3-phosphoethanolamine